3-Bromo-N-[(1S)-2-(3-cyanophenyl)-1-(4-methyl-5-sulfanyl-4H-1,2,4-triazol-3-yl)ethyl]benzene-1-sulfonamide BrC=1C=C(C=CC1)S(=O)(=O)N[C@@H](CC1=CC(=CC=C1)C#N)C1=NN=C(N1C)S